C(C)OCC1(CC(N(C1)CC=1C=CC(=NC1)C)(C)C)CCC1=NC=C(C=C1)F 5-((4-(ethoxymethyl)-4-(2-(5-fluoropyridin-2-yl)ethyl)-2,2-dimethyl-pyrrolidin-1-yl)methyl)-2-methylpyridine